[Li+].C(C)(C)(C)OC(=O)N(C/C=C/C(=O)[O-])CCCCN1C2=C(CCC3=C1C=CC=C3)C=CC(=C2)Cl (E)-4-{tert-butoxycarbonyl-[4-(3-chloro-10,11-dihydro-5H-dibenzo[b,f]azepin-5-yl)butyl]amino}but-2-enoic acid lithium salt